OC(CNC(NC1=NC=C(N=C1)C=1C=NC(=NC1)OC)=O)(C)C 3-(2-hydroxy-2-methylpropyl)-1-(5-(2-methoxypyrimidin-5-yl)pyrazin-2-yl)urea